COC1=C(C(=CC=C1)OC)S(=O)N 2,6-dimethoxybenzenesulfinamide